C(N)(OC=1N=C2N(N=C(C=C2)Cl)C1)=O (6-chloroimidazo[1,2-b]pyridazin-2-yl) carbamate